3-(Benzyloxy)-11-chloro-6-methyl-6,11-dihydrodibenzo[c,f][1,2]thiazepine 5,5-dioxide C(C1=CC=CC=C1)OC1=CC2=C(C(C3=C(N(S2(=O)=O)C)C=CC=C3)Cl)C=C1